5-(1-(2,2-difluoroethyl)-4-fluoro-1H-benzo[d]imidazol-6-yl)-4-methoxy-N-(2-oxaspiro[3.5]nonan-7-yl)pyrrolo[2,1-f][1,2,4]triazin-2-amine FC(CN1C=NC2=C1C=C(C=C2F)C=2C=CN1N=C(N=C(C12)OC)NC1CCC2(COC2)CC1)F